5-chloro-N-((1r,4r)-4-((3-(4-cyano-6-methylpyridin-3-yl)-2-oxo-2,3-dihydro-1H-benzo[d]imidazol-1-yl)methyl)cyclohexyl)-2-methyl-nicotinamide ClC=1C=NC(=C(C(=O)NC2CCC(CC2)CN2C(N(C3=C2C=CC=C3)C=3C=NC(=CC3C#N)C)=O)C1)C